NC1=C(C=C(C=N1)C=1C=C2N(N1)CC[C@]21CN(CC1)C(C=1C(NC=CC1)=O)C1CC1)C(F)(F)F 3-[{(3R)-2'-[6-amino-5-(trifluoromethyl)pyridin-3-yl]-5',6'-dihydro-1H-spiro[pyrrolidine-3,4'-pyrrolo[1,2-b]pyrazol]-1-yl}(cyclopropyl)methyl]pyridin-2(1H)-one